CON1N=CC=C1 methoxy-1H-pyrazole